(R)-3-(4-cyanophenethyl)-1-(2-(pyridin-2-yl)propan-2-yl)pyrrolidine-3-carbonitrile C(#N)C1=CC=C(CC[C@@]2(CN(CC2)C(C)(C)C2=NC=CC=C2)C#N)C=C1